rel-(S)-1-(2-(((4-(3-phenyl-1H-pyrrolo[3,2-b]pyridin-2-yl)pyridin-3-yl)oxy)methyl)azetidin-1-yl)prop-2-en-1-one C1(=CC=CC=C1)C1=C(NC=2C1=NC=CC2)C2=C(C=NC=C2)OC[C@H]2N(CC2)C(C=C)=O |o1:23|